(E)-2-amino-6-ethyl-4-(1-methyl-1H-pyrazol-3-yl)-7-(2-(trifluoromethyl)phenylmethylene)-6,7-dihydro-5H-pyrrolo[3,4-d]pyrimidin-5-one NC=1N=C(C2=C(N1)\C(\N(C2=O)CC)=C/C2=C(C=CC=C2)C(F)(F)F)C2=NN(C=C2)C